(1R,2S,6R,7S)-4-[6-[[6-(trifluoromethyl)-2-pyridinyl]oxy]-1,3-benzothiazol-2-yl]-4-azatricyclo[5.2.1.02,6]dec-8-ene-3,5-dione FC(C1=CC=CC(=N1)OC1=CC2=C(N=C(S2)N2C([C@H]3[C@H]4C=C[C@@H]([C@H]3C2=O)C4)=O)C=C1)(F)F